NC1=NN2C(N=CC=C2)=C1C(=O)NC(C)C=1C=C(C=2N(C1C1CCCC1)C=NC2)Cl 2-amino-N-(1-(8-chloro-5-cyclopentylimidazo[1,5-a]pyridin-6-yl)ethyl)pyrazolo[1,5-a]pyrimidine-3-carboxamide